C(C)(C)(C)[Si](C)(C)O\C(=C\C)\C1=CC=2C(C3=CC=CC=C3C2C=C1)(F)F (E)-tert-butyl-((1-(9,9-difluoro-9H-fluoren-2-yl)prop-1-en-1-yl)oxy)dimethylsilane